Methyl (S)-4-((diphenylmethylene)amino)-5-fluoro-2-((1,1,1-trifluoropropan-2-yl)oxy)benzoate C1(=CC=CC=C1)C(C1=CC=CC=C1)=NC1=CC(=C(C(=O)OC)C=C1F)O[C@H](C(F)(F)F)C